N'-((ethane-1,2-diylbis(oxy))bis(ethane-2,1-diyl))bis(2-bromoacetamide) C(COCCC(C(=O)N)Br)OCCC(C(=O)N)Br